N-(3-{5-Acetyl-2-[6-(2-hydroxy-ethoxy)-pyridin-3-ylamino]-pyrimidin-4-ylamino}-phenyl)-acrylamide C(C)(=O)C=1C(=NC(=NC1)NC=1C=NC(=CC1)OCCO)NC=1C=C(C=CC1)NC(C=C)=O